COC1=NN(C=C1C(=O)NC1=NC(=CC=C1)C1=CN=C2N1[C@H](CC2)C)C (S)-3-methoxy-1-methyl-N-(6-(5-methyl-6,7-dihydro-5H-pyrrolo[1,2-a]imidazol-3-yl)pyridin-2-yl)-1H-pyrazole-4-carboxamide